BrC1=NC=CC=C1NC(C)C=1C=C(C=C2C(C(=C(OC12)N1CCCCC1)C)=O)C 8-[1-[(2-bromo-3-pyridyl)amino]ethyl]-3,6-dimethyl-2-(1-piperidyl)chromen-4-one